5-[4-amino-5-(trifluoromethyl)pyrrolo[2,1-f][1,2,4]triazin-7-yl]-N-[(3R,4S)-1-(3,3-difluorocyclobutanecarbonyl)-4-fluoropyrrolidin-3-yl]pyridine-3-carboxamide NC1=NC=NN2C1=C(C=C2C=2C=C(C=NC2)C(=O)N[C@@H]2CN(C[C@@H]2F)C(=O)C2CC(C2)(F)F)C(F)(F)F